(S)-10-((dimethyl-amino)methyl)-4-ethyl-4-hydroxy-3,14-dioxo-3,4,12,14-tetrahydro-1H-pyrano[3',4':6,7]indolizino[1,2-b]quinolin-9-yl piperazine-1-carboxylate N1(CCNCC1)C(=O)OC1=C(C=2C=C3C(=NC2C=C1)C1=CC2=C(C(N1C3)=O)COC([C@]2(O)CC)=O)CN(C)C